C(C)(C)C1=C(C=NO1)C(=O)N 5-isopropyl-isoxazole-4-carboxamide